2,2'-diethoxyacetophenone C(C)OCC(=O)C1=C(C=CC=C1)OCC